FC1=C(C2=C(N=C(O2)C2=CC=C(C=C2)NC(=O)C2CS(CC2)(=O)=O)C=C1)F N-[4-(6,7-difluoro-1,3-benzoxazol-2-yl)phenyl]-1,1-dioxo-thiolane-3-carboxamide